Francium anthracenedisulfonate C=1(C(=CC=C2C=C3C=CC=CC3=CC12)S(=O)(=O)[O-])S(=O)(=O)[O-].[Fr+].[Fr+]